3-{[5-(3-fluorophenyl)pyridin-2-yl]amino}-N-(2-phenylethyl)benzamide FC=1C=C(C=CC1)C=1C=CC(=NC1)NC=1C=C(C(=O)NCCC2=CC=CC=C2)C=CC1